FC(OC1=CC(=C(C=C1)CC(=O)OC(C)(C)C)OC)F tert-butyl 2-[4-(difluoromethoxy)-2-methoxyphenyl]acetate